3-Aminothiophenol NC=1C=C(C=CC1)S